N=1N(N=CC1)[2H] [1,2,3]Triazole-2-d